CC(=O)OC1=C(C=C(C=C1)/C=C/C=O)OC The molecule is a member of the class of cinnamaldehydes that is cinnamaldehyde substituted by an acetoxy group at position 4 and a methoxy group at position 3 respectively. It is a member of cinnamaldehydes, a monomethoxybenzene and a member of phenyl acetates. It derives from an (E)-cinnamaldehyde.